ClC=1C(=C(C=CC1)NC1=C(NC2=C1C(NCC2C[C@H]2OC[C@@H](OC2)C=O)=O)C2=C(C=NC=C2)F)OC (2R,5R)-5-({3-[(3-chloro-2-methoxyphenyl)amino]-2-(3-fluoropyridin-4-yl)-4-oxo-1H,5H,6H,7H-pyrrolo[3,2-c]pyridin-7-yl}methyl)-1,4-dioxane-2-carbaldehyde